4-{5-amino-6-[1-(2,6-dichloro-phenyl)-ethoxy]-pyrazin-2-yl}-benzoic acid NC=1N=CC(=NC1OC(C)C1=C(C=CC=C1Cl)Cl)C1=CC=C(C(=O)O)C=C1